C(N)(=O)C1=C(SC=C1)NC(=O)C1=C(C(=CC=C1)C1=CC=CC=C1)C(=O)O ((3-carbamoylthiophen-2-yl)carbamoyl)-[1,1'-biphenyl]-2-carboxylic acid